(quinolin-6-yl)nicotinamide N1=CC=CC2=CC(=CC=C12)C1=C(C(=O)N)C=CC=N1